2-(2,6-dichloro-4-(6-(difluoromethyl)-3,5-dioxo-4,5-dihydro-1,2,4-triazin-2(3H)-yl)phenoxy)-N-(2,2-difluoroethyl)-5-hydroxypyridine-4-sulfonamide ClC1=C(OC2=NC=C(C(=C2)S(=O)(=O)NCC(F)F)O)C(=CC(=C1)N1N=C(C(NC1=O)=O)C(F)F)Cl